NC=1C=NC2=CC3=C(C=C2C1)CN(C3=O)CC3=CC=CC=C3 3-amino-7-benzyl-8-oxo-7,8-dihydro-6H-pyrrolo[3,4-g]quinoline